FC(CN=S(=O)(C(F)(F)F)C=1C=CC2=C(N=CO2)C1)(F)F 5-[N-(2,2,2-trifluoroethyl)-S-(trifluoromethyl)sulfonimidoyl]-1,3-benzoxazol